dihydro-4H-2-benzothiophene C1SCC2C1=CC=CC2